4-(methyl)amino-1,2-benzoquinone CNC1=CC(C(C=C1)=O)=O